NC1=NC(=NC=C1)C=1C(=NN(C1OCC[C@H](C)NC1=C(C=NC(=C1)Cl)C#CC=1C(=NN(C1)C)C#N)C)C (S)-4-((4-((4-((4-(4-aminopyrimidin-2-yl)-1,3-dimethyl-1H-pyrazol-5-yl)oxy)butan-2-yl)amino)-6-chloropyridin-3-yl)ethynyl)-1-methyl-1H-pyrazole-3-carbonitrile